Tert-butyl (R)-3-((S)-3-(5-bromothiophen-3-yl)-1-(tert-butoxy)-1-oxopropan-2-yl)pyrrolidine-1-carboxylate BrC1=CC(=CS1)C[C@H](C(=O)OC(C)(C)C)[C@@H]1CN(CC1)C(=O)OC(C)(C)C